3-(tetrahydro-2H-pyran-4-yl)-1,3,5-triazine O1CCC(CC1)N1CN=CN=C1